tert-Butyl 3-[3-amino-6-(2-hydroxyphenyl)pyridazin-4-yl]-3,9-diazabicyclo[3.3.1]nonane-9-carboxylate NC=1N=NC(=CC1N1CC2CCCC(C1)N2C(=O)OC(C)(C)C)C2=C(C=CC=C2)O